sodium dihydrogen tartrate C(=O)(O)C(O)C(O)C(=O)O.[Na]